N1N=C(C=C1)C(=O)N1CCN(CC1)C1=C(C=CC=C1)N(S(=O)(=O)C=1C=CC2=C(C(=C(O2)C(=O)O)C)C1)CCC1=CC=CC=C1 5-(N-(2-(4-(1H-Pyrazole-3-carbonyl)piperazin-1-yl)phenyl)-N-phenethylsulfamoyl)-3-methylbenzofuran-2-Carboxylic acid